2-(diazomethyl)-N-methyl-N-phenyl-benzamide [N+](=[N-])=CC1=C(C(=O)N(C2=CC=CC=C2)C)C=CC=C1